7-(1-(adamantan-1-ylmethyl)-5-methyl-1H-pyrazol-4-yl)-3-(1-(benzo[d]thiazol-2-ylamino)isoquinolin-4-yl)imidazo[1,2-a]pyridine-8-carboxylic acid methyl ester COC(=O)C=1C=2N(C=CC1C=1C=NN(C1C)CC13CC4CC(CC(C1)C4)C3)C(=CN2)C2=CN=C(C3=CC=CC=C23)NC=2SC3=C(N2)C=CC=C3